COC(C1=CC(=CC(=C1)C#N)COC1=C(C=C(C=C1)C(F)(F)F)Cl)=O.CC(C)(C)S(=O)N=CC=1N=NN(C1)C1(CC1)C(F)(F)F 2-methyl-N-((1-(1-(trifluoromethyl)cyclopropyl)-1H-1,2,3-triazol-4-yl)methylene)propane-2-sulfinamide methyl-3-((2-chloro-4-(trifluoromethyl)phenoxy)methyl)-5-cyanobenzoate